FC1=CC(=C(C=C1C=1CCN(CC1)C(=O)N1CCCC1)NC(=O)C1=CNC(C=C1C(F)(F)F)=O)N1C[C@H](N([C@H](C1)C)C)C N-[4-fluoro-5-[1-(pyrrolidine-1-carbonyl)-3,6-dihydro-2H-pyridin-4-yl]-2-[(3R,5S)-3,4,5-trimethylpiperazin-1-yl]phenyl]-6-oxo-4-(trifluoromethyl)-1H-pyridine-3-carboxamide